[5-{[2-(4-Bromophenyl)imidazo[1,2-a]pyridin-3-yl]methyl}hexahydropyrrolo[3,4-c]pyrrol-2(1H)-yl](2-methoxyphenyl)methanone BrC1=CC=C(C=C1)C=1N=C2N(C=CC=C2)C1CN1CC2C(C1)CN(C2)C(=O)C2=C(C=CC=C2)OC